NC1CCN(CC1)C=1N(C(C(=C(N1)C1=CC(=C(C#N)C=C1)F)C1=CC=C(C=C1)NC)=O)C 4-[2-(4-aminopiperidin-1-yl)-1-methyl-5-[4-(methylamino)phenyl]-6-oxopyrimidin-4-yl]-2-fluorobenzonitrile